Aminobenzonitrile-3,5-d2 NC1=C(C#N)C=C(C=C1[2H])[2H]